4-({2-[(4-{4,13-dichloro-8-ethyl-12-fluoro-9-oxo-6,8,10-triazatricyclo[9.4.0.02,7]pentadeca-1(11),2(7),3,5,12,14-hexaen-10-yl}-3,5-difluorophenyl)amino]ethyl}amino)butanoic acid ClC1=CC=2C=3C=CC(=C(C3N(C(N(C2N=C1)CC)=O)C1=C(C=C(C=C1F)NCCNCCCC(=O)O)F)F)Cl